N-(2-chloro-4-cyclopropyl-5-hydroxyphenyl)methane-sulfonamide ClC1=C(C=C(C(=C1)C1CC1)O)NS(=O)(=O)C